FC1=C(C=CC(=C1)C=1C=NC=C(C1)OC(C)C)NC(C(C)(C1=NC(=NC=C1)NS(=O)(=O)C)C)=O N-(2-fluoro-4-(5-isopropoxypyridin-3-yl)phenyl)-2-methyl-2-(2-(methylsulfonamido)pyrimidin-4-yl)propanamide